(R)-3-(((R)-2-amino-3-(((S)-3-hydroxy-1-methoxy-1-oxopropan-2-yl)amino)-3-oxopropyl)thio)propane-1,2-diyl dipalmitate C(CCCCCCCCCCCCCCC)(=O)OC[C@H](CSC[C@@H](C(=O)N[C@H](C(=O)OC)CO)N)OC(CCCCCCCCCCCCCCC)=O